methyl 6-[2-[4-[(10S)-4-(2-hydroxyphenyl)-1,5,6,8,12-pentazatricyclo[8.4.0.02,7]tetradeca-2,4,6-trien-12-yl]-1-piperidyl]pyrimidin-5-yl]spiro[3.3]heptane-2-carboxylate OC1=C(C=CC=C1)C=1C=C2N3CCN(C[C@@H]3CNC2=NN1)C1CCN(CC1)C1=NC=C(C=N1)C1CC2(CC(C2)C(=O)OC)C1